Methyl (2'-hydroxy-3'-(3-(piperazin-1-yl)isoxazol-5-yl)-[1,1'-biphenyl]-4-yl)carbamate 2,2,2-trifluoroacetate FC(C(=O)O)(F)F.OC1=C(C=CC=C1C1=CC(=NO1)N1CCNCC1)C1=CC=C(C=C1)NC(OC)=O